(S)-2-(1-(4-chloro-2-methoxypyridin-3-yl)cyclopropane-1-carboxamido)-4-(((S)-3-fluoro-2-methoxypropyl)(4-(5,6,7,8-tetrahydro-1,8-naphthyridin-2-yl)butyl)amino)butanoic acid ClC1=C(C(=NC=C1)OC)C1(CC1)C(=O)N[C@H](C(=O)O)CCN(CCCCC1=NC=2NCCCC2C=C1)C[C@@H](CF)OC